2-(4-methoxy-6-methyl-2-pyridinyl)-N-methyl-1-(2-oxo-3,4-dihydro-1H-quinolin-6-yl)benzimidazole-5-carboxamide tert-butyl-(s)-3-aminopiperidine-1-carboxylate C(C)(C)(C)OC(=O)N1C[C@H](CCC1)N.COC1=CC(=NC(=C1)C)C1=NC2=C(N1C=1C=C3CCC(NC3=CC1)=O)C=CC(=C2)C(=O)NC